2-succinimido-1,1,3,3-tetramethyluronium tetrafluoroborate F[B-](F)(F)F.C1(CCC(N1OC(=[N+](C)C)N(C)C)=O)=O